ClC=1C=C(C=CC1Cl)C(F)(F)C=1OC=NN1 ((3,4-dichlorophenyl)difluoromethyl)-1,3,4-oxadiazole